tert-butyl 6-(4-((3,4-dichloro-2-fluorophenyl)amino)quinazolin-6-yl)-2,6-diazaspiro[3.3]heptane-2-carboxylate ClC=1C(=C(C=CC1Cl)NC1=NC=NC2=CC=C(C=C12)N1CC2(CN(C2)C(=O)OC(C)(C)C)C1)F